C1(CC1)C1=CC(=NC=C1)NCC1=CC(=C(C(=C1)OCC1=CC=C(C=C1)OC)N1CC(NS1(=O)=O)=O)F 5-[4-[[(4-cyclopropyl-2-pyridinyl)amino]methyl]-2-fluoro-6-[(4-methoxyphenyl)methoxy]phenyl]-1,1-dioxo-1,2,5-thiadiazolidin-3-one